6-(2-(pyridin-1-yl)ethoxy)benzo[b]thiophene-2-carboxylic acid N1(CC=CC=C1)CCOC=1C=CC2=C(SC(=C2)C(=O)O)C1